Bis-(2-dimethyl aminoethyl) ether CN(CCOCCN(C)C)C